C1(CCCCC1)C=1C=C(OC2=CC=C(C(=O)O)C=C2)C=C(C1)C1CCCCC1 4-(3,5-dicyclohexylphenoxy)benzoic acid